NC1=NC(=CC=C1O)C1=C(C=C(C=C1C)C(F)(F)F)O 2-amino-6-[2-hydroxy-6-methyl-4-(trifluoromethyl)phenyl]pyridin-3-ol